5-[3-(1-Methyl-1H-tetrazol-5-yl)phenyl]-1,5,8,9,10,11-hexahydronaphtho[1,2-b][1,4]diazepine-2,4-dione CN1N=NN=C1C=1C=C(C=CC1)N1C2=C(NC(CC1=O)=O)C=1CCCCC1C=C2